O=C1N(C(CN1C1=CC=C(C=C1)C(F)(F)F)=O)CC1=CC(=C(OC(C(=O)OCC)(C)C)C=C1)OC(F)(F)F Ethyl 2-(4-((2,5-dioxo-3-(4-(trifluoromethyl)phenyl) imidazolin-1-yl)methyl)-2-(trifluoromethoxy)phenoxy)-2-methylpropionate